ClC1=C(CN2[C@@H](C[C@@](CC2)(C(=O)O)CC2=NC(=CC(=C2F)C)NC2=NNC(=C2)C)C)C=CC=C1Cl (2R,4R)-1-(2,3-dichlorobenzyl)-4-((3-fluoro-4-methyl-6-((5-methyl-1H-pyrazol-3-yl)amino)pyridin-2-yl)methyl)-2-methylpiperidine-4-carboxylic acid